C(#N)C=1C=C(C=CC1)C1=NN(C(=C1CC1=CC(=C(C=C1)S(N)(=O)=O)F)CC1CC1)C=1SC=C(N1)C(=O)O 2-(3-(3-Cyanophenyl)-5-(cyclopropylmethyl)-4-(3-fluoro-4-sulfamoylbenzyl)-1H-pyrazol-1-yl)thiazole-4-carboxylic acid